2-[[5-[5-(trifluoromethyl)-1,2,4-oxadiazol-3-yl]-2-thienyl]methyl]pyrazole-3-carboxylic acid FC(C1=NC(=NO1)C1=CC=C(S1)CN1N=CC=C1C(=O)O)(F)F